1-Methyl-6-(4,4,5,5-tetramethyl-1,3,2-dioxaborolan-2-yl)-1H-indazole-3-carbaldehyde CN1N=C(C2=CC=C(C=C12)B1OC(C(O1)(C)C)(C)C)C=O